(R)-5-(4-(4-(dimethoxymethyl)piperidin-1-yl)phenyl)-5,6,7,8-tetrahydronaphthalen-2-ol COC(C1CCN(CC1)C1=CC=C(C=C1)[C@@H]1C=2C=CC(=CC2CCC1)O)OC